O.P(=O)(O)(O)O phosphate monohydrate